CN1C([C@@H](CCC1)C[C@H]1N(C(C2=CC=CC=C12)=O)CC1=CC2=C(NC(O2)=O)C=C1)=O 6-(((R)-1-(((S)-1-methyl-2-oxopiperidin-3-yl)methyl)-3-oxoisoindolin-2-yl)methyl)benzo[d]oxazol-2(3H)-one